7-ethoxy-2-methyl-[1,2,4]triazolo[1,5-a]pyridin-6-amine C(C)OC1=CC=2N(C=C1N)N=C(N2)C